N,N-dimethyl-2-(2-(2-nitrophenyl)-9H-carbazol-1-yloxy)ethylamine CN(C)CCOC1=C(C=CC=2C3=CC=CC=C3NC12)C1=C(C=CC=C1)[N+](=O)[O-]